4-(2-cyclopropylpropan-2-ylamino)-2-(tetrahydro-2H-pyran-4-ylamino)pyrimidine-5-carboxamide C1(CC1)C(C)(C)NC1=NC(=NC=C1C(=O)N)NC1CCOCC1